2-(4-trifluoromethoxyphenyl)-1H-indole FC(OC1=CC=C(C=C1)C=1NC2=CC=CC=C2C1)(F)F